tert-butyl ((1R,2R,4S)-2-((tert-butyldimethylsilyl)oxy)-4-((Z)-(cyclopropoxyimino)(phenyl)methyl)cyclohexyl)(methyl)carbamate [Si](C)(C)(C(C)(C)C)O[C@H]1[C@@H](CC[C@@H](C1)/C(/C1=CC=CC=C1)=N/OC1CC1)N(C(OC(C)(C)C)=O)C